7-chloro-5-fluoro-4-[1-(oxan-2-yl)pyrazol-4-yl]-1,3-benzothiazole ClC1=CC(=C(C=2N=CSC21)C=2C=NN(C2)C2OCCCC2)F